racemic-chromanal O1[C@H](CCC2=CC=CC=C12)C=O |r|